4-(thiazol-4-yl)-N-(4-(1-(2,2,2-trifluoroethyl)-1H-pyrazol-4-yl)quinolin-8-yl)benzamide S1C=NC(=C1)C1=CC=C(C(=O)NC=2C=CC=C3C(=CC=NC23)C=2C=NN(C2)CC(F)(F)F)C=C1